FC=1C=C(C(=NC1)OC)C1(N(CCC1)C1=CC=C2C(=N1)NC=N2)[2H] 5-(2-(5-fluoro-2-methoxypyridin-3-yl)pyrrolidin-1-yl-2-d)-3H-imidazo[4,5-b]pyridine